C(C1=CC=CC=C1)C=1OCCN1 (S)-benzyl-oxazoline